ClC1=NC(=C(C(=O)OC)C=C1)C1CC1 Methyl 6-chloro-2-cyclopropylnicotinate